NC1=CC=C(C=C1)N1CC(C1)O 1-(4-aminophenyl)azetidine-3-ol